C(C)(C)(C)NC(COC1=CC(=CC=C1)C1=NC2=CC=C(C=C2C(=N1)NC=1C=NN(C1)C1COCC1)OCC)=O N-(tert-Butyl)-2-(3-(6-ethoxy-4-((1-(tetrahydrofuran-3-yl)-1H-pyrazol-4-yl)amino)quinazolin-2-yl)phenoxy)acetamide